vinyl-benzyl-methyl-imidazolium chloride [Cl-].C(=C)C=1[N+](=C(NC1)C)CC1=CC=CC=C1